CC(C)N(C1=CC=CC=C1)C(=O)CS(=O)(=O)O The molecule is an organosulfonic acid that is 2-oxoethanesulfonic acid substituted by a phenyl(propan-2-yl)amino group at position 2. It is a metabolite of the herbicide propachlor. It has a role as a marine xenobiotic metabolite. It is an anilide and an organosulfonic acid.